C1(CCCC1)N1C(C(N(CC1)CC=1N=NC(=CC1)N1CC(CC1)(F)F)=O)=O 1-cyclopentyl-4-((6-(3,3-difluoropyrrolidin-1-yl)pyridazin-3-yl)methyl)piperazine-2,3-dione